N-((S)-1-(((S)-1-((3-chloro-4-(hydroxymethyl)phenyl)amino)-1-oxopropan-2-yl)amino)-3-methyl-1-oxobutan-2-yl)-6-(2,5-dioxo-2,5-dihydro-1H-pyrrol-1-yl)hexanamide ClC=1C=C(C=CC1CO)NC([C@H](C)NC([C@H](C(C)C)NC(CCCCCN1C(C=CC1=O)=O)=O)=O)=O